5,5-dimethyl-2-methylene-1,3-dioxane CC1(COC(OC1)=C)C